N1(CCCCC1)C(SC(C)(C1=CC=CC=C1)C)=O S-1-methyl-1-phenylethyl piperidine-1-carbothioate